C(C)C(CC(CCO)O)(C)C 2-ethyl-isobutyl-1,3-propanediol